FC(C(=O)C1=CC=C(C=C1)F)F 2,2-difluoro-1-(4-fluorophenyl)ethanone